N[C@@H]1C[C@@H](CCCC1)OC1=C(C(=CC=C1)OC)C1=CC(=NN1)NC=1N=CC(=NC1)C#N 5-((5-(2-(((1R,3S)-3-aminocycloheptyl)oxy)-6-methoxyphenyl)-1H-pyrazol-3-yl)amino)pyrazine-2-carbonitrile